[3H-].O water tritide